FC=1C=C(C=CC1F)C1=NC=2C(=C3C(=NC2)N(C=C3)S(=O)(=O)C3=CC=CC=C3)N1[C@@H]1CC[C@H](CC1)C#N trans-4-(2-(3,4-difluorophenyl)-6-(phenylsulfonyl)imidazo[4,5-d]Pyrrolo[2,3-b]Pyridin-1(6H)-yl)cyclohexanecarbonitrile